C(ON1C(CCC2=CC=C(C=C12)CCN1CCN(CC1)C1=CC(=CC2=C1C=CS2)F)=O)(OC2(CCCCC2)C)=O (7-(2-(4-(6-fluorobenzothiophen-4-yl) piperazin-1-yl) ethyl)-2-oxo-3,4-dihydroquinolin-1(2H)-yl) methylcyclohexyl carbonate